OC1=C(C=C(C=C1)C)N1N=C2C(=N1)C=CC=C2 2-(2-hydroxy-5-METHYLPHENYL)-2H-benzotriazole